tert-butyl (1R,4R)-5-[[4-(3-cyanophenyl)-5-(2,6-dimethyl-4-pyridyl)thiazol-2-yl]carbamoyl]-2,5-diazabicyclo[2.2.2]octane-2-carboxylate C(#N)C=1C=C(C=CC1)C=1N=C(SC1C1=CC(=NC(=C1)C)C)NC(=O)N1[C@H]2CN([C@@H](C1)CC2)C(=O)OC(C)(C)C